N-((1-Cyanopyrrolidin-3-yl)methyl)-2-phenyloxazol-5-carboxamid C(#N)N1CC(CC1)CNC(=O)C1=CN=C(O1)C1=CC=CC=C1